ClC1=NC=C(N=C1)I 2-chloro-5-iodopyrazine